FC(C1=NN(C(=C1C=1SC=CC1)F)C1=CC=CC=C1)F 3-difluoromethyl-5-fluoro-1-phenyl-4-(thiophen-2-yl)-1H-pyrazole